COC(=O)C=1C=C(C=NC1)S 5-(methoxycarbonyl)pyridin-3-thiol